BrC=1C=CC(=NC1)C=1NC=C(N1)C(F)(F)F 5-bromo-2-(4-(trifluoromethyl)-1H-imidazol-2-yl)pyridine